4-bromo-N-(3-(2-hydroxy-2-methylpropoxy)phenyl)-2-(6-azaspiro[2.5]octan-6-yl)benzamide BrC1=CC(=C(C(=O)NC2=CC(=CC=C2)OCC(C)(C)O)C=C1)N1CCC2(CC2)CC1